CON=CC1=CN(C2=CC=C(C=C12)F)C1CCN(CC1)[C@@H]1CC[C@@H](CC1)C(C)C 5-fluoro-1-(1-(cis-4-isopropylcyclohexyl)piperidin-4-yl)-1H-indole-3-carbaldehyde O-methyl oxime